C(CS(=O)(=O)O)S(=O)(=O)O.C(C)(C)OC(CC(C)O)=O 3-hydroxybutanoic acid isopropyl ester ethanedisulfonate